N-[3-[5-(6-cyano-3-pyridyl)-1H-pyrrolo[2,3-b]pyridine-3-carbonyl]-2-fluoro-phenyl]pyrrolidine C(#N)C1=CC=C(C=N1)C=1C=C2C(=NC1)NC=C2C(=O)C=2C(=C(C=CC2)N2CCCC2)F